NCC1CN(CCC1)C(C(C)(C)C=1C=C2C(=C(NC2=CC1)C1=CC(=NC=C1)C)C(C)C)=O 1-(3-(aminomethyl)piperidin-1-yl)-2-(3-isopropyl-2-(2-methylpyridin-4-yl)-1H-indol-5-yl)-2-methylpropan-1-one